(2R)-2-(4,8-Dimethylnona-3,7-dienyl)-2,7-dimethylchromen-5-ol CC(=CCC[C@]1(OC=2C=C(C=C(C2C=C1)O)C)C)CCC=C(C)C